C(C1=CC=CC=C1)N1C(CNC2=C(C1)C=C(C(=C2)OCC2=CC=CC=C2)OC)C 4-benzyl-8-(benzyloxy)-7-methoxy-3-methyl-3,4-dihydro-1H-benzo[e][1,4]diazepin